C(C)(C)(C)OC(CC[C@@H](C(=O)N)N1C(C2=CC=C(C=C2C1)O[C@@H]1CN(CC1)CC=1C=C2C=CC(=NC2=CC1)N1CCOCC1)=O)=O.C(=O)C1CCN(CC1)C1=CC=C(C(=O)N)C=C1 4-(4-formyl-1-piperidinyl)benzamide Tert-butyl-(S)-5-amino-4-(5-(((S)-1-((2-morpholinoquinolin-6-yl)methyl)pyrrolidin-3-yl)oxy)-1-oxoisoindolin-2-yl)-5-oxopentanoate